Lithium Fluorosulfonylbutoxycarbonylamide FS(=O)(=O)CCCCOC(=O)[NH-].[Li+]